7-{[3-(2,3-dichloro-6-fluorophenyl)pyrrolidin-3-yl]amino}-5-fluoro-2-methyl-3,4-dihydroisoquinolin-1-one hydrochloride Cl.ClC1=C(C(=CC=C1Cl)F)C1(CNCC1)NC1=CC(=C2CCN(C(C2=C1)=O)C)F